C1(CCC1)C1=NC2=C(N1C)C=C(C=C2NC2=NC(=CC(=C2)C)C)C2=CC=C(C=C2)N2CCN(CC2)C(C)C 2-cyclobutyl-N-(4,6-dimethylpyridin-2-yl)-6-(4-(4-isopropylpiperazin-1-yl)phenyl)-1-methyl-1H-benzo[d]imidazol-4-amine